(2S)-2-AMINO-2-(5-FORMYL(2-PYRIDYL))PROPANOIC ACID N[C@@](C(=O)O)(C)C1=NC=C(C=C1)C=O